1-ethyl-3-((3R)-3-((2S)-3-(3-(1-fluoroethylsulfonyl)phenoxy)-2-hydroxypropylamino)-1-oxa-8-azaspiro[4.5]decan-8-ylsulfonyl)quinolin-4(1H)-one C(C)N1C=C(C(C2=CC=CC=C12)=O)S(=O)(=O)N1CCC2(C[C@H](CO2)NC[C@@H](COC2=CC(=CC=C2)S(=O)(=O)C(C)F)O)CC1